Methyl 2-[4-[5-amino-4-cyano-1-(1,1,1-trifluoropropan-2-yl)pyrazol-3-yl]phenyl]acetate NC1=C(C(=NN1C(C(F)(F)F)C)C1=CC=C(C=C1)CC(=O)OC)C#N